[Sn].[Si].[Ge] Germanium-silicon-tin